7-(3,5-dimethylisoxazol-4-yl)-4-[1-(methylsulfonyl)piperidin-2-yl]-4,5-dihydroimidazo[1,5,4-de][1,4]benzoxazin-2(1H)-one CC1=NOC(=C1C1=CC=C2C=3N(C(COC31)C3N(CCCC3)S(=O)(=O)C)C(N2)=O)C